O1CCN(CC1)C1CCN(CC1)C1=CC=C2C=NC=NC2=C1 7-(4-morpholinopiperidin-1-yl)quinazolin